5-tert-butylisophthalic acid C(C)(C)(C)C=1C=C(C=C(C(=O)O)C1)C(=O)O